N1(C=CC2=CC=CC=C12)CCNC(C=C)=O N-(2-(1H-indolyl)ethyl)Acrylamide